C(C)OC(=O)C1=C(N=C(S1)NC1=NC(=CC(=N1)N1CCC(CC1)N)NCC1=CC(=C(C(=C1)OC)OC)OC)C 2-[[4-[4-amino-1-piperidinyl]-6-[[(3,4,5-trimethoxyphenyl)methyl]amino]-2-pyrimidinyl]amino]-4-methyl-5-thiazolecarboxylic acid ethyl ester